2-benzyl-2-azaspiro[3.3]heptan-6-yl (2R)-2-methyl-4-[4-(trifluoromethyl)phenyl]piperazine-1-carboxylate C[C@H]1N(CCN(C1)C1=CC=C(C=C1)C(F)(F)F)C(=O)OC1CC2(CN(C2)CC2=CC=CC=C2)C1